N(=C=O)CC1C2C3C(CC(C2CC1)C3)CN=C=O 3,9-bis(isocyanatomethyl)tricyclo[5.2.1.02,6]decane